BrC=1C=C(C=C(C1)C=1C=NN(C1)C)C(C)NC(=O)C=1C=C(CN(C(OC(C)(C)C)=O)C)C=CC1C tert-butyl (3-((1-(3-bromo-5-(1-methyl-1H-pyrazol-4-yl)phenyl)ethyl) carbamoyl)-4-methylbenzyl)(methyl)carbamate